(10-(5-phenyl-[1,1'-biphenyl]-3-yl)anthracen-9-yl)boric acid C1(=CC=CC=C1)C=1C=C(C=C(C1)C1=CC=CC=C1)C1=C2C=CC=CC2=C(C2=CC=CC=C12)OB(O)O